ClC1=CC=C2C(=NN(C2=C1)C=1C=NC(=CC1)OC)C(C)N1N=C(C=2C1=NC=NC2N)C 1-(1-(6-chloro-1-(6-methoxypyridin-3-yl)-1H-indazol-3-yl)ethyl)-3-methyl-1H-pyrazolo[3,4-d]pyrimidin-4-amine